3-amino-1H-pyrazolo[3,4-b]pyridine NC1=NNC2=NC=CC=C21